N-pentyl-N'-cyclohexyl-terephthalamide C(CCCC)NC(C1=CC=C(C(=O)NC2CCCCC2)C=C1)=O